C(N)(OC1C(NC2(CC2)C1)=O)=O (5-oxo-4-azaspiro[2.4]heptane-6-yl) carbamate